O[C@H]1CCNC1 (3R,4S)-4-hydroxypyrrolidin